C1(=CC=CC=C1)C1=NCCC1 phenyl-azolin